BrC1=CC=C(C=C1)C(C)N(C(=O)C1CCCC1)C N-[1-(4-bromophenyl)ethyl]-N-methylcyclopentanecarboxamide